N-[(1S)-2-(Dimethylamino)-1-phenylethyl]-6-(5-fluoro-2,3-dihydro-1,4-benzodioxin-6-yl)-4-oxo-4,5-dihydropyrazolo[1,5-a]pyrazine-2-carboxamide CN(C[C@H](C1=CC=CC=C1)NC(=O)C1=NN2C(C(NC(=C2)C2=C(C3=C(OCCO3)C=C2)F)=O)=C1)C